C(C)N(CCC1=CNC2=CC=C(C=C12)OC1OC(C(C(C1O)O)O)C)CC 2-((3-(2-(diethylamino)ethyl)-1H-indol-5-yl)oxy)-6-methyltetrahydro-2H-pyran-3,4,5-triol